C(C)(C)(C)OC(=O)N1CCC(CC1)CN1N=C2C3=C(CC(C2=C1)C)OC(=C3C(F)(F)F)C(=O)[O-] 2-{[1-(tert-butoxycarbonyl) piperidin-4-yl] methyl}-4-methyl-8-(trifluoromethyl)-4,5-dihydro-2H-furo[2,3-g]indazole-7-carboxylate